bis(2,6-di-t-butyl-4-methylphenoxy)(isobutyl)aluminum C(C)(C)(C)C1=C(O[Al](CC(C)C)OC2=C(C=C(C=C2C(C)(C)C)C)C(C)(C)C)C(=CC(=C1)C)C(C)(C)C